C(=O)=C1NC2=C3C=CC=CC3=C(C=C2C=C1)N1N=CC(=C1C(F)(F)F)C(=O)NC1=CC(=NC=C1)C(F)(F)F 1-(6-carbonyl-5,6-dihydro-5-azaphenanthren-10-yl)-5-(trifluoromethyl)-N-(2-(trifluoromethyl)pyridin-4-yl)-1H-pyrazole-4-carboxamide